C(#N)[C@H](CC1=CC=C(C=C1)C1=CC=C(C=C1)S(=O)(=O)C)NC(=O)[C@H]1OCCCNC1 (2S)-N-{(1S)-1-cyano-2-[4'-(methylsulfonyl)biphenyl-4-yl]ethyl}-1,4-oxazepan-2-carboxamide